3-methyl-2,3-dihydro-7H-[1,4]oxazino[2,3,4-ij]quinolin-7-one CC1COC=2C=CC=C3C(C=CN1C23)=O